CC1N=CCC1O 2-methyl-3-hydroxy-3,4-dihydro-2H-pyrrole